(5-bromo-2-pyridinyl)piperazine (1R,3S)-3-(5-((6-(benzyloxy)-5-(1,3-dioxolan-2-yl)isoquinolin-1-yl)amino)-1-(tert-butyl)-1H-pyrazol-3-yl)cyclopentyl-(1-methylcyclopropyl)carbamate C(C1=CC=CC=C1)OC=1C(=C2C=CN=C(C2=CC1)NC1=CC(=NN1C(C)(C)C)[C@@H]1C[C@@H](CC1)N(C(O)=O)C1(CC1)C)C1OCCO1.BrC=1C=CC(=NC1)N1CCNCC1